[1-(7-azaspiro[3.5]non-2-yl)-4-piperidinyl]methanone ethyl-1-(4-((2-(2-isopropylphenyl)-8-oxo-7,8-dihydro-9H-purin-9-yl)methyl)phenyl)-5-methyl-1H-pyrazole-3-carboxylate C(C)OC(=O)C1=NN(C(=C1)C)C1=CC=C(C=C1)CN1C2=NC(=NC=C2NC1=O)C1=C(C=CC=C1)C(C)C.C1C(CC12CCNCC2)N2CCC(CC2)C=O